OC1=CC=C(C=C1C)C(C(=O)O)C 4-hydroxy-5-methylphenylpropionic acid